5-(4-((3-((4-(4-amino-3-(4-phenoxyphenyl)-1H-pyrazolo[3,4-d]pyrimidin-1-yl)piperidin-1-yl)methyl)azetidin-1-yl)methyl)piperidin-1-yl)-2-(2,6-dioxopiperidin-3-yl)isoindoline-1,3-dione NC1=C2C(=NC=N1)N(N=C2C2=CC=C(C=C2)OC2=CC=CC=C2)C2CCN(CC2)CC2CN(C2)CC2CCN(CC2)C=2C=C1C(N(C(C1=CC2)=O)C2C(NC(CC2)=O)=O)=O